(S)-3-(1-((5-bromo-1-methyl-1H-imidazol-2-yl)methyl)pyrrolidin-3-yl)-1-phenyl-1,3-dihydro-2H-imidazo[4,5-b]pyridin-2-one BrC1=CN=C(N1C)CN1C[C@H](CC1)N1C(N(C=2C1=NC=CC2)C2=CC=CC=C2)=O